2-Chloro-5-{[(2,2-dimethylpropionyl)amino]methyl}-N-[1-(2-methylpyridin-3-yl)-1H-indazol-4-yl]benzamide ClC1=C(C(=O)NC2=C3C=NN(C3=CC=C2)C=2C(=NC=CC2)C)C=C(C=C1)CNC(C(C)(C)C)=O